C(C)(C)(C)C1=C(C(=C2C=C(C(C2=C1)[Si](C1C(=C(C(=C1C)C)C)C)(C)C)C)C1=CC=C(C=C1)C(C)(C)C)OC (6-(Tert-butyl)-4-(4-(tert-butyl)phenyl)-5-methoxy-2-methyl-1H-inden-1-yl)dimethyl-(2,3,4,5-tetramethylcyclopent-2,4-dien-1-yl)silane